(1R,3aR,6aS)-N-((S)-1-cyano-2-((R)-2-oxopiperidin-3-yl)ethyl)-2-(4,7-difluoro-6-chloro-1H-indole-2-carbonyl)-5,5-difluorooctahydrocyclopenta[c]pyrrole-1-carboxamide C(#N)[C@H](C[C@@H]1C(NCCC1)=O)NC(=O)[C@@H]1N(C[C@H]2[C@@H]1CC(C2)(F)F)C(=O)C=2NC1=C(C(=CC(=C1C2)F)Cl)F